N-(4,4-difluorocyclohexyl)-4-(difluoromethyl)-6-(3-methyl-1H-pyrazol-1-yl)pyridin-2-amine FC1(CCC(CC1)NC1=NC(=CC(=C1)C(F)F)N1N=C(C=C1)C)F